F[B-](F)(F)F.CC1=[O+]C=CC(=C1)C 2,4-dimethylpyrylium tetrafluoroborate